1,16-diiodo-8-hexadecene ICCCCCCCC=CCCCCCCCI